8-benzyl (S)-2-aminosuberate N[C@H](C(=O)[O-])CCCCCC(=O)OCC1=CC=CC=C1